NC=1N=NC(=CC1OCCC1=CC=C(C=C1)CNC(OC(C)(C)C)=O)C1=C(C=CC=C1)O tert-butyl N-[[4-(2-[[3-amino-6-(2-hydroxyphenyl)pyridazin-4-yl]oxy]ethyl)phenyl]methyl]carbamate